N,N-dimethyl m-phenylenediamine 6-[3-[(2S)-2-[(tert-butoxycarbonyl) amino]-4-carbamoylbutoxy]-phenyl]hexanoate C(C)(C)(C)OC(=O)N[C@H](COC=1C=C(C=CC1)CCCCCC(=O)O)CCC(N)=O.CN(C1=CC(=CC=C1)N)C